N-methyl-4-nitro-2-(5-(4-(trifluoromethyl)phenyl)thiazol-2-yl)aniline CNC1=C(C=C(C=C1)[N+](=O)[O-])C=1SC(=CN1)C1=CC=C(C=C1)C(F)(F)F